ClC1=CC=C(CN2C[C@@](CC2)([C@@H]2OC(C2)(C)C)CCC=2C=CC(=NC2)C#N)C=C1 |o1:11| 5-(2-((R)-1-(4-chlorobenzyl)-3-((R or S)-4,4-dimethyloxetan-2-yl)pyrrolidin-3-yl)ethyl)picolinonitrile